isononyl-1,2,4,5-cyclohexanetetracarboxylic acid C(CCCCCC(C)C)C1(C(CC(C(C1)C(=O)O)C(=O)O)C(=O)O)C(=O)O